3-(4-((tert-butyldimethylsilyl)oxy)phenyl)-3-(4,4-difluoropiperidin-1-yl)-6,7-difluoroindolin-2-one [Si](C)(C)(C(C)(C)C)OC1=CC=C(C=C1)C1(C(NC2=C(C(=CC=C12)F)F)=O)N1CCC(CC1)(F)F